(1R,3R)-1-[4-[2-[3-(fluoromethyl)azetidin-1-yl]ethoxy]phenyl]-N,N,3-trimethyl-1,3,4,9-tetrahydropyrido[3,4-b]indole-2-sulfonamide FCC1CN(C1)CCOC1=CC=C(C=C1)[C@H]1N([C@@H](CC2=C1NC1=CC=CC=C21)C)S(=O)(=O)N(C)C